ClC1=CC=C(C=C1)NC(=O)N1[C@H](C[C@H](C1)O)C(=O)NC1=C(C=CC(=C1)C(CCC1CC1)(C1=NC=CC=C1)NS(=O)(=O)C(C)(C)C)F (2R,4R)-N1-(4-chlorophenyl)-N2-(5-((+)-3-cyclopropyl-1-((S)-1,1-Dimethylethylsulfonamido)-1-(pyridin-2-yl)propyl)-2-fluorophenyl)-4-hydroxypyrrolidine-1,2-dicarboxamide